3-(3-(2-((3-(2-carboxy-2-(pyrrolidin-3-yl)ethyl)benzyl)(2-(3-(2-carboxy-2-(pyrrolidin-3-yl)ethyl)phenoxy)ethyl)amino)-2-oxoethyl)phenyl)-2-(pyrrolidin-3-yl)propanoic acid C(=O)(O)C(CC=1C=C(CN(C(CC=2C=C(C=CC2)CC(C(=O)O)C2CNCC2)=O)CCOC2=CC(=CC=C2)CC(C2CNCC2)C(=O)O)C=CC1)C1CNCC1